N-([1,1'-biphenyl]-3-yl)-[1,1'-biphenyl]-2-amine C1(=CC(=CC=C1)NC=1C(=CC=CC1)C1=CC=CC=C1)C1=CC=CC=C1